[N+](#[C-])C1=CC(=C(C(=O)OCC(=O)NC2CCCCC2)C(=C1)C)C 2-(cyclohexylamino)-2-oxoethyl 4-isocyano-2,6-dimethylbenzoate